1,4-Dibromo-2,5-dimethylbenzene BrC1=C(C=C(C(=C1)C)Br)C